1-phenyl-1-chloropropane C1(=CC=CC=C1)C(CC)Cl